1-(4-(4-AMINO-7-CYCLOPROPYL-7H-PYRROLO[2,3-D]PYRIMIDIN-5-YL)-2-FLUOROPHENYL)-3-(2-FLUORO-4-(MORPHOLINOMETHYL)PHENYL)UREA NC=1C2=C(N=CN1)N(C=C2C2=CC(=C(C=C2)NC(=O)NC2=C(C=C(C=C2)CN2CCOCC2)F)F)C2CC2